C(C)(C)(C)NC(NC=1C=C2CCC(N(C2=CC1)CC1=CC(=CC(=C1)Cl)Cl)=O)=O 3-tert-butyl-1-{1-[(3,5-dichlorophenyl)methyl]-2-oxo-3,4-dihydroquinolin-6-yl}urea